L-valyl-N-{3-[({[(2R)-2-acetamido-2-carboxyethyl]sulfanyl}acetyl){(1R)-1-[1-benzyl-4-(2,5-difluorophenyl)-1H-pyrrol-2-yl]-2,2-dimethylpropyl}amino]propyl}-L-alaninamide N[C@@H](C(C)C)C(=O)N[C@@H](C)C(=O)NCCCN([C@H](C(C)(C)C)C=1N(C=C(C1)C1=C(C=CC(=C1)F)F)CC1=CC=CC=C1)C(CSC[C@@H](C(=O)O)NC(C)=O)=O